C(C)(C)N1CC=2N(CC1)C=C(N2)C(=O)N 7-isopropyl-5,6,7,8-tetrahydroimidazo[1,2-a]pyrazine-2-carboxamide